FC1=C(C(=O)N2[C@@H](CN(C[C@H]2C)C(=O)C2=CC=C3CCNC3=C2)C)C=CC(=C1)OC ((3R,5R)-4-(2-fluoro-4-methoxybenzoyl)-3,5-dimethylpiperazin-1-yl)(indolin-6-yl)methanone